3-(1,3-dithian-2-yl)-5-methoxy-1H-indole S1C(SCCC1)C1=CNC2=CC=C(C=C12)OC